2,3,5,6-tetramethyl-pyrazine CC1=NC(=C(N=C1C)C)C